C(C)(C)(C)OC(NC=1N=C2C(=NC1)N(C(=N2)C2=NC(=CC=C2)OCC)C2=C(C=CC=C2OC)OC)=O (1-(2,6-dimethoxyphenyl)-2-(6-ethoxypyridin-2-yl)-1H-imidazo[4,5-b]pyrazin-5-yl)carbamic acid tert-butyl ester